C(=O)C1=CC=C(O1)C=1C=C(C=CC1)B(O)O (3-(5-formylfuran-2-yl)phenyl)boronic acid